COC(C1=CC=C(C=C1)C(C)(C)N1CCOCC1)=O 4-(2-Morpholinopropane-2-yl)benzoic acid methyl ester